C(C)(C)(C)OC(=O)N1CCN(CC1)S(=O)(=O)N1C2(CNCC1CC2)C(=O)OCC ethyl 8-((4-(tert-butoxycarbonyl)piperazin-1-yl)sulfonyl)-3,8-diazabicyclo[3.2.1]octane-1-carboxylate